FC=1C=C(CN2CC(C2)(O)C)C=CC1N1C(=NC(=C1)C1=NC(=NC=C1C(F)(F)F)NC1CCN(CC1)S(=O)(=O)C)C 1-(3-Fluoro-4-(2-methyl-4-(2-((1-(methylsulfonyl)piperidin-4-yl)amino)-5-(trifluoromethyl)pyrimidin-4-yl)-1H-imidazol-1-yl)benzyl)-3-methylazetidin-3-ol